CC(=C)C(CCC(C=C)=C)=O 2-methyl-6-methylene-1,7-octadien-3-one